ClC(C(CCl)(Cl)[2H])(Cl)Cl 1,1,1,2,3-pentachloropropane-d